4-(benzylamino)-2,3,5,6-tetrafluoro-benzoic acid methyl ester COC(C1=C(C(=C(C(=C1F)F)NCC1=CC=CC=C1)F)F)=O